2-amino-5-(4-isobutyryl-piperazin-1-yl)-N-(1-methylcyclopropyl)quinoline-7-sulfonamide 2,2,2-trifluoroacetate FC(C(=O)O)(F)F.NC1=NC2=CC(=CC(=C2C=C1)N1CCN(CC1)C(C(C)C)=O)S(=O)(=O)NC1(CC1)C